C(C=C)(=O)N1C[C@H](CC1)N1N=C(C(=C1NC)C(=O)N)C#CC1=CC2=C(N(C(=N2)C)C)C=C1 (S)-1-(1-acryloylpyrrolidin-3-yl)-3-((1,2-dimethyl-1H-benzo[d]imidazol-5-yl)ethynyl)-5-(methylamino)-1H-pyrazole-4-carboxamide